N-methyl-1-(quinolin-6-yl)methylamine CNCC=1C=C2C=CC=NC2=CC1